5-(4-bromobenzyl)-5H-[1,3]dioxole BrC1=CC=C(CC2COCO2)C=C1